BrC1=NC=C(C=C1)C1COC1 2-bromo-5-(oxetane-3-yl)pyridine